C(CC)C=1SC(=C(N1)C1=CC=C(C=C1)CN1C(=NC=C1)C=1SC=CN1)S(=O)(=O)NC(OCCCC)=O butyl ((2-propyl-4-(4-((2-(thiazol-2-yl)-1H-imidazol-1-yl)methyl)phenyl)thiazol-5-yl) sulfonyl)carbamate